5H-pyrrolo[3,4-b]pyridine-5,7(6H)-dione N1=C2C(=CC=C1)C(NC2=O)=O